BrC=1C(=C(C=CC1)N(C(=O)C=1N(C2=C(CN(CC2)CC(C)O[Si](C)(C)C(C)(C)C)N1)C)C)C N-(3-bromo-2-methylphenyl)-5-(2-((tert-butyldimethylsilyl)oxy)propyl)-N,1-dimethyl-4,5,6,7-tetrahydro-1H-imidazo[4,5-c]pyridine-2-carboxamide